FC(OC=1C=C(C=CC1)C1=CC(=CO1)C(=O)NC1=NC(=NS1)CC(C)(F)F)F 5-(3-(Difluoromethoxy)phenyl)-N-(3-(2,2-difluoropropyl)-1,2,4-thiadiazol-5-yl)furan-3-carboxamide